C(C1=CC=CC=C1)OC(=O)NCC(C)(C)OCCC(C(=O)OC)(C)C1=CC(=CC=C1)I Methyl 4-((1-(((benzyloxy)carbonyl)amino)-2-methylpropan-2-yl)oxy)-2-(3-iodophenyl)-2-methylbutanoate